COC=1C=C(C=NC1OCC=1C=NC(=CC1)C)NC1=C(C=2N=C(C=NC2C=C1)N1CCOCC1)C#N 6-((5-methoxy-6-((6-methylpyridin-3-yl)methoxy)pyridin-3-yl)amino)-3-morpholinoquinoxaline-5-carbonitrile